NC=1SC2=C(N1)C=C(C=C2)C(=O)OC Methyl 2-amino-1,3-benzothiazole-5-carboxylate